(R)-5-(3-Chloro-8-(prop-1-yn-1-yl)dibenzo[b,d]thiophen-2-yl)-3-imino-2,2,5-trimethylthiomorpholine 1,1-dioxide ClC=1C(=CC2=C(SC3=C2C=C(C=C3)C#CC)C1)[C@@]1(CS(C(C(N1)=N)(C)C)(=O)=O)C